FC1=C(C(=O)N(C2=NC=CC3=C2C=C(S3)C3=NN2C(C=CC=C2)=N3)[C@H]3CNCCC3)C=CC(=C1)N1N=NC=3C1=NC=CC3 2-fluoro-N-[(3R)-3-piperidyl]-N-[2-([1,2,4]triazolo[1,5-a]pyridin-2-yl)thieno[3,2-c]pyridin-4-yl]-4-(triazolo[4,5-b]pyridin-3-yl)benzamide